C(C)(C)(C)N(C(O)=O)C1=CNC2=CC=C(C=C12)OC1=CC=C(C=C1)C(F)(F)F.Cl.FC(C1=CC=C(OC=2C=C3C(=CNC3=CC2)N)C=C1)(F)F 5-(4-(trifluoromethyl)phenoxy)-1H-indol-3-amine hydrochloride tert-Butyl-(5-(4-(trifluoromethyl)phenoxy)-1H-indol-3-yl)carbamate